(1-((4-(trifluoromethyl)cyclohexyl)methyl)-1H-indol-5-yl)acrylamide FC(C1CCC(CC1)CN1C=CC2=CC(=CC=C12)C(C(=O)N)=C)(F)F